OCC1=CC(C(=CO1)OC(=O)C1=CC2=C(N1)C=CO2)=O 4H-Furano[3,2-b]pyrrole-5-carboxylic acid 6-(hydroxymethyl)-4-oxo-4H-pyran-3-yl ester